3-(7-(2,2,2-trifluoroethoxy)pyrazolo[1,5-a]pyrimidin-5-yl)-8-oxa-3-azabicyclo[3.2.1]octane FC(COC1=CC(=NC=2N1N=CC2)N2CC1CCC(C2)O1)(F)F